C(C)NC=1C(C=CC(C1)=O)=O 2-ethylamino-1,4-benzoquinone